tert-Butyl ((3S,5R)-1-(3-chloro-5-nitropyridin-4-yl)-5-methylpiperidin-3-yl)carbamate ClC=1C=NC=C(C1N1C[C@H](C[C@H](C1)C)NC(OC(C)(C)C)=O)[N+](=O)[O-]